2-pyridinethiol-1-oxide copper salt [Cu].[N+]=1(C(=CC=CC1)S)[O-]